C(C)(C)NC(=O)C(CC(=O)O)CCC[Si](OC)(OC)OC 3-(isopropylcarbamoyl)-6-(trimethoxysilyl)hexanoic acid